hydroxy-p-phenylenebenzobisoxazole OC1=CC=CC2=C1N=C(O2)C2=CC=C(C=C2)C=2OC1=C(N2)C=CC=C1